2-amino-1-(4-(trifluoromethyl)phenyl)ethanone hydrochloride Cl.NCC(=O)C1=CC=C(C=C1)C(F)(F)F